NC1=NC=2C=CC=CC2C2=C1NC(N2CC2=CC(=CC=C2)CN2CCN(CC2)C)=O 4-amino-1-(3-((4-methylpiperazin-1-yl)methyl)benzyl)-1H-imidazo[4,5-c]quinolin-2(3H)-one